1-(2-aminophenyl)phospholane 1-oxide NC1=C(C=CC=C1)P1(CCCC1)=O